(R)-1-(2-cyanoethyl)-4-(5-methylthiazol-2-yl)-N-(1-(2-(trifluoromethyl)pyrimidin-5-yl)ethyl)-1H-indazole-6-carboxamide C(#N)CCN1N=CC2=C(C=C(C=C12)C(=O)N[C@H](C)C=1C=NC(=NC1)C(F)(F)F)C=1SC(=CN1)C